C(#N)C=1C=C(C=CC1)C=1N=C(SC1)N1N=C(C=C1O)C [4-(3-cyanophenyl)thiazol-2-yl]-3-methyl-1H-pyrazol-5-ol